[O-2].[Mg+2].[Se+2].[O-2] selenium magnesium oxide